(S)-6-(((1-(1-(tert-butyl)piperidin-4-yl)-1H-1,2,3-triazol-4-yl)(indolin-4-yl)methyl)amino)-8-chloro-4-((3-chloro-4-fluorophenyl)amino)quinoline-3-carbonitrile C(C)(C)(C)N1CCC(CC1)N1N=NC(=C1)[C@H](C1=C2CCNC2=CC=C1)NC=1C=C2C(=C(C=NC2=C(C1)Cl)C#N)NC1=CC(=C(C=C1)F)Cl